C12CCC2CCN1 7-azabicyclo[2.3.0]Heptane